ethyl 3-oxo-4-(4-(trifluoromethyl) phenyl)-3,4-dihydroquinoxaline-2-carboxylate O=C1C(=NC2=CC=CC=C2N1C1=CC=C(C=C1)C(F)(F)F)C(=O)OCC